OC[C@H](C1=CC=CC=C1)NC1=NC(=NC=C1C(=O)O)NC1=CC2=C(C=N1)C=NN2C(C)C (S)-4-((2-hydroxy-1-phenylethyl)amino)-2-((1-isopropyl-1H-pyrazolo[4,3-c]pyridin-6-yl)amino)pyrimidine-5-carboxylic acid